FC=1C(=C(C(=O)OCC)C=C(C1)[N+](=O)[O-])C=1C=NN(C1)C Ethyl 3-fluoro-2-(1-methyl-1H-pyrazol-4-yl)-5-nitrobenzoate